ClC1=CC=C2CCN(C2=C1)C1=NC=NC2=CC=C(C=C12)C=1C=NC=C(C1)S(=O)(=O)C 4-(6-chloroindolin-1-yl)-6-(5-(methylsulfonyl)pyridin-3-yl)quinazoline